N-(2-methoxy-5-(4-(8-((E)-4-oxopent-2-enoyl)-3,8-diazabicyclo[3.2.1]octan-3-yl)quinazolin-6-yl)pyridin-3-yl)-2,4-dimethylthiazole-5-sulfonamide COC1=NC=C(C=C1NS(=O)(=O)C1=C(N=C(S1)C)C)C=1C=C2C(=NC=NC2=CC1)N1CC2CCC(C1)N2C(\C=C\C(C)=O)=O